(6R)-6-{[2-(1-methyl-1H-pyrazol-4-yl)[1,2,4]triazolo[1,5-c]quinazolin-5-yl]amino}-1,4-diazepan-5-one CN1N=CC(=C1)C1=NN2C(=NC=3C=CC=CC3C2=N1)N[C@H]1C(NCCNC1)=O